(1R,3S)-3-[3-({[1-methyl-5-(trifluoromethyl)-1H-pyrazol-4-yl]acetyl}amino)-1H-pyrazol-5-yl]cyclopentyl (2S)-butan-2-ylcarbamate C[C@@H](CC)NC(O[C@H]1C[C@H](CC1)C1=CC(=NN1)NC(CC=1C=NN(C1C(F)(F)F)C)=O)=O